perfluorononenoxysodium benzenesulfonate C1(=CC=CC=C1)S(=O)(=O)O.FC(=C(C(C(C(C(C(C(C(F)(F)F)(F)F)(F)F)(F)F)(F)F)(F)F)(F)F)F)O[Na]